O=C1CC(C1)CCOC1CN(C1)C(=O)OC(C)(C)C tert-butyl 3-[2-(3-oxocyclobutyl)ethoxy]azetidine-1-carboxylate